rac-(3R,4R)-1-cyclopropylmethyl-4-{[5-(2,4,6-trifluoro-phenyl)-isoxazole-3-carbonyl]-amino}-piperidine-3-carboxylic acid methyl ester COC(=O)[C@@H]1CN(CC[C@H]1NC(=O)C1=NOC(=C1)C1=C(C=C(C=C1F)F)F)CC1CC1 |r|